1,3-dimethyl-4-{2-(methylsulfonyl)-4-(trifluoromethyl)benzoyl}-1H-pyrazol-5-yl 1,3-dimethyl-1H-pyrazole-4-carboxylate CN1N=C(C(=C1)C(=O)OC1=C(C(=NN1C)C)C(C1=C(C=C(C=C1)C(F)(F)F)S(=O)(=O)C)=O)C